C(C)(C)OS(=O)(=O)C1=CC=C(C=C1)OC (R)-4-Methoxybenzenesulfonic acid isopropyl ester